FC(C(=O)O)(F)F.CN1C(CCCC1)C(=O)N 1-methylpiperidine-2-carboxamide 2,2,2-trifluoroacetate